ClC=1C(=NC(=NC1)NC1CCNCC1)C1=CN(C2=CC=CC=C12)S(=O)(=O)C1=CC=CC=C1 4-((5-chloro-4-(1-benzenesulfonyl-1H-indol-3-yl)pyrimidin-2-yl)amino)piperidin